N[C@H](C)C=1C=C(C=C2C(C(=C(OC12)C1=CC=C(C=C1)OC)C)=O)C (R)-8-(1-aminoethyl)-2-(4-methoxyphenyl)-3,6-dimethyl-4H-chromen-4-one